5-(4-(3-(4-chloro-3-ethyl-1H-pyrrolo[2,3-b]pyridin-5-yl)phenyl)-3-oxopiperazin-1-yl)-5-oxopentanoic acid ClC1=C2C(=NC=C1C=1C=C(C=CC1)N1C(CN(CC1)C(CCCC(=O)O)=O)=O)NC=C2CC